Ethyl 2-((5-(1,3-dioxolan-2-yl)-2-nitrothiophen-3-yl)(4-methyl-3-phenoxyphenyl)amino)-2-oxoacetate O1C(OCC1)C1=CC(=C(S1)[N+](=O)[O-])N(C(C(=O)OCC)=O)C1=CC(=C(C=C1)C)OC1=CC=CC=C1